(S)-N-(1-cyclobutyl-6-(2-hydroxypropan-2-yl)-1H-benzo[d]imidazol-2-yl)-3-hydroxy-3-phenylbutanamide C1(CCC1)N1C(=NC2=C1C=C(C=C2)C(C)(C)O)NC(C[C@@](C)(C2=CC=CC=C2)O)=O